6-(1-methylcyclopropyl)-2-(methylthio)-6,7-dihydro-5H-pyrrolo[3,4-d]pyrimidin-5-one CC1(CC1)N1CC=2N=C(N=CC2C1=O)SC